C(#C)C=CC ethynyl-propylene